2-chloro-N4-(3-(morpholinomethyl)benzyl)quinoline-3,4-diamine ClC1=NC2=CC=CC=C2C(=C1N)NCC1=CC(=CC=C1)CN1CCOCC1